C(C)(C)(C)C1=NN(C(=C1C(=O)NCC(F)(F)C1=C(C=C(C=C1)C)C)OC1=CC(=CC=C1)C(F)(F)F)C 3-(tert-butyl)-N-[2-(2,4-dimethylphenyl)-2,2-difluoroethyl]-1-methyl-5-[3-(trifluoromethyl)phenoxy]-1H-pyrazole-4-carboxamide